(N-[4-amino-5-[6-(3,5-dimethyl-1-piperidinyl)pyridine-3-carbonyl]thiazol-2-yl]-4-fluoro-anilino)propanamide NC=1N=C(SC1C(=O)C=1C=NC(=CC1)N1CC(CC(C1)C)C)N(C1=CC=C(C=C1)F)C(C(=O)N)C